COC(C1=C(C(=CC(=C1)OC)CO)OC)=O 3-(hydroxymethyl)-2,5-dimethoxybenzoic acid methyl ester